(3-(5-methyl-2-((1-methyl-1H-pyrazol-4-yl)amino)pyrimidin-4-yl)-8-azabicyclo[3.2.1]oct-2-en-8-yl)methanone CC=1C(=NC(=NC1)NC=1C=NN(C1)C)C1=CC2CCC(C1)N2C=O